[1,1':4',1''-terphenyl]-3-ylboronic acid C1(=CC(=CC=C1)B(O)O)C1=CC=C(C=C1)C1=CC=CC=C1